C(C(=O)OCCCCCCCCCCCCCC)(=O)OCCCCCCCCCCCCCC dimyristyl oxalate